dimethyldi(2-hydroxyethyl)ammonium hydroxide [OH-].C[N+](CCO)(CCO)C